C(C)(C)(C)OC(=O)N1C2CN(CC1CC2)C=2C=NC(=CC2)N 3-(6-aminopyridin-3-yl)-3,8-diazabicyclo[3.2.1]octane-8-carboxylic acid tert-butyl ester